(4-iodophenyl)-4-methyl-6-phenyl-1H-pyrrolo[3,4-c]pyridine-1,3(2H)-dione IC1=CC=C(C=C1)N1C(C=2C(=NC(=CC2C1=O)C1=CC=CC=C1)C)=O